C(C)(C)(C)OC(=O)ON1C(C=2C(C1=O)=CC=CC2)=O N-(t-butyloxycarbonyloxy)phthalimide